ClC=1C=C2C(=NC=NC2=CC1C1=C(C=CC(=N1)N)OC(F)(F)F)N1CCNCC1 6-[6-chloro-4-(piperazin-1-yl)quinazolin-7-yl]-5-(trifluoromethoxy)pyridin-2-amine